FC1=C2C=CNC2=CC(=C1C)OC 4-fluoro-6-methoxy-5-methyl-1H-indole